C(C)C(COP(OCC(CCCC)CC)(O)=O)CCCC Phosphoric acid di(2-ethylhexyl) ester